7-(5-fluoro-2-methyl-4-nitrophenoxy)-[1,2,4]triazolo[1,5-a]pyridine FC=1C(=CC(=C(OC2=CC=3N(C=C2)N=CN3)C1)C)[N+](=O)[O-]